benzyl (4S)-3-tert-butoxycarbonyl-2-oxo-1,2,3-oxathiazinane-4-carboxylate C(C)(C)(C)OC(=O)N1S(OCC[C@H]1C(=O)OCC1=CC=CC=C1)=O